O=C1NC(CCC1)=O (3R)-2,6-dioxopiperidin